ethane-1,1-d2 tert-butyl-4-(4-((3-(2,6-bis(benzyloxy)pyridin-3-yl)-1-methyl-1H-indazol-6-yl)oxy)butyl)piperidine-1-carboxylate C(C)(C)(C)OC(=O)N1CCC(CC1)CCCCOC1=CC=C2C(=NN(C2=C1)C)C=1C(=NC(=CC1)OCC1=CC=CC=C1)OCC1=CC=CC=C1.C(C)([2H])[2H]